5-(3,3-Dimethyl-2-norbornylidene)-3-penten-2-one CC1(C(C2CCC1C2)=CC=CC(C)=O)C